FC1=CC(=CC=C1)F 1,3-difluorobenzene